N1(CCCCC1)CC=1C=CC=2N(C1)C=C(N2)CN2N=NC(=C2)C=2C=NC=C(C2)N2CCCC2 6-(piperidin-1-ylmethyl)-2-((4-(5-(pyrrolidin-1-yl)pyridin-3-yl)-1H-1,2,3-triAzol-1-yl)methyl)imidazo[1,2-a]pyridine